2-[3-({[2-(2,6-dioxopiperidin-3-yl)-1,3-dioxo-2,3-dihydro-1H-isoindol-4-yl]oxy} methyl)piperidin-1-yl]ethyl methanesulfonate CS(=O)(=O)OCCN1CC(CCC1)COC1=C2C(N(C(C2=CC=C1)=O)C1C(NC(CC1)=O)=O)=O